CC1=CC2=C(C3=CC=C(C=C3C(=C2C=C1)OC(=O)C1C(CC(=CC1)C)C(=O)O)C)OC(=O)C1C(CC(=CC1)C)C(=O)O 2,6-dimethyl-9,10-bis[2-carboxy(4-methyl-4-cyclohexenyl)]carbonyloxyanthracene